C1=CC=CC=2C3=CC=CC=C3C(C12)COC(=O)NCC=O 2-(((9-fluorenyl)methoxy)carbonylamino)acetaldehyde